(R)-N-ethyl-N-(2,2,2-trifluoro-1-(4-fluorophenyl)ethyl)-1H-imidazo[4,5-b]pyridine-6-sulfonamide C(C)N(S(=O)(=O)C=1C=C2C(=NC1)N=CN2)[C@@H](C(F)(F)F)C2=CC=C(C=C2)F